C(C)OC1=NC(=NC(=C1)NC1=NNC(=C1)C)NC1C2CC3(CC(CC1C3)C2)O 4-[(4-ethoxy-6-[(5-methyl-1H-pyrazol-3-yl)amino]pyrimidin-2-yl)amino]adamantan-1-ol